1-[8-chloro-5-(3-fluorophenyl)-3-methylimidazo[1,5-a]pyridin-6-yl]ethanone ClC=1C=2N(C(=C(C1)C(C)=O)C1=CC(=CC=C1)F)C(=NC2)C